tert-butyl (2-(6-((3,4-dichlorophenyl)amino)-3,4-dihydro-1H-carbazol-9(2H)-yl)ethyl)carbamate ClC=1C=C(C=CC1Cl)NC=1C=C2C=3CCCCC3N(C2=CC1)CCNC(OC(C)(C)C)=O